FC(C1=CC=2C=NC(=NC2C2=C1N=NN2C(C)C)OC)F 4-(Difluoromethyl)-1-isopropyl-8-methoxy-1H-[1,2,3]triazolo[4,5-h]quinazoline